COC1=C(C=CC=C1)NS(=O)(=O)C N-(2-methoxyphenyl)methanesulfonamide